C(C1=CC=CC=C1)OC(=O)N1CC=2C=C(C=NC2[C@H](C1)N)C(F)(F)F (S)-8-amino-3-(trifluoromethyl)-7,8-dihydro-1,6-naphthyridine-6(5H)-carboxylic acid benzyl ester